(S)-2-{3-[6-(2,3-Dihydro-benzo[1,4]dioxin-5-yl)-2-methoxy-pyridin-3-ylamino]-phenyl}-pyrrolidin O1CCOC2=C1C=CC=C2C2=CC=C(C(=N2)OC)NC=2C=C(C=CC2)[C@H]2NCCC2